COC1=CC=C2C=CC(OC2=C1)=O 7-methoxy-2H-chromen-2-one